CC(CCO[C@H](CC=1C(=C(C=CC1)Br)OCOCC)[C@@H](CC=1C(=C(C=CC1)Br)OCOCC)OCCC(C)(C)C)(C)C 3,3'-((2R,3R)-2,3-bis(3,3-dimethylbutoxy)butane-1,4-diyl)bis(1-bromo-2-(ethoxymethoxy)benzene)